indenyl-(acetylacetone) titanium dichloride [Cl-].[Cl-].[Ti+2].C1(C=CC2=CC=CC=C12)C(C(C)=O)C(C)=O